4-methyl-1-(4-methylbenzenesulfonyl)-3-(4,4,5,5-tetramethyl-1,3,2-dioxaborolan-2-yl)-1H,4H,5H-pyrrolo[3,2-b]pyridin-5-one CN1C2=C(C=CC1=O)N(C=C2B2OC(C(O2)(C)C)(C)C)S(=O)(=O)C2=CC=C(C=C2)C